methyl N-((2-(4-((tert-butoxycarbonyl)amino)phenyl)thiazole-4-carbonyl)-L-allothreonyl)-O-(tert-butyldiphenylsilyl)-L-serinate C(C)(C)(C)OC(=O)NC1=CC=C(C=C1)C=1SC=C(N1)C(=O)N[C@@H]([C@@H](O)C)C(=O)N[C@@H](CO[Si](C1=CC=CC=C1)(C1=CC=CC=C1)C(C)(C)C)C(=O)OC